6-((6-Fluoro-2-methylpyridin-3-yl)oxy)-2-methyl-3-(trifluoromethyl)benzoic acid FC1=CC=C(C(=N1)C)OC1=CC=C(C(=C1C(=O)O)C)C(F)(F)F